C1(CC1)[C@H]1C[C@H](N(CC1)CC1=C2C=CN(C2=C(C=C1C#C[Si](C)(C)C)C)C(=O)OC(C)(C)C)C1=CC=C(C=C1)C(=O)OC Tert-butyl 4-(((2S,4R)-4-cyclopropyl-2-(4-(methoxycarbonyl)phenyl) piperidin-1-yl)methyl)-7-methyl-5-((trimethylsilyl)ethynyl)-1H-indole-1-carboxylate